C1NCC12CC(C2)C=2C=C(C=NC2)C=2N=NN(C2)C(C)N2C(C=C(C=C2)N2C[C@@H](CCC2)N(C(OC(C)(C)C)=O)CC2CCC2)=O tert-butyl ((3R)-1-(1-(1-(4-(5-(2-azaspiro[3.3]heptan-6-yl)pyridin-3-yl)-1H-1,2,3-triazol-1-yl)ethyl)-2-oxo-1,2-dihydropyridin-4-yl)piperidin-3-yl)(cyclobutylmethyl)carbamate